N,N,N',N'-tetramethyl-1,6-hexanediamine CN(CCCCCCN(C)C)C